C=1(C(OC)=CC=CC1)OC trans-veratrol